(S)-4-(1-(2-(1-cyanopyrrolidin-3-yl)acetyl)azetidin-3-yl)-N,N-dimethylbenzamide C(#N)N1C[C@@H](CC1)CC(=O)N1CC(C1)C1=CC=C(C(=O)N(C)C)C=C1